2-(1,1,2,2-tetrachloroethylsulfanyl)-3a,4,7,7a-tetrahydroisoindole-1,3-dione ClC(C(Cl)Cl)(Cl)SN1C(C2CC=CCC2C1=O)=O